COC=1C(C(C1NC)=O)=O 3-methoxy-4-(methylamino)cyclobut-ene-1,2-dione